tert-butyl rac-(1S,5R)-3-(2-chloro-5-methoxycarbonyl-6-methyl-pyrimidin-4-yl)-3,8-diazabicyclo[3.2.1]octane-8-carboxylate ClC1=NC(=C(C(=N1)N1C[C@@H]2CC[C@H](C1)N2C(=O)OC(C)(C)C)C(=O)OC)C |r|